C(C)(C)(C)OC(=O)N1CCC(CC1)(O)C=1C=NC=C(C1)Cl 4-(5-Chloropyridin-3-yl)-4-hydroxypiperidine-1-carboxylic acid tert-butyl ester